1-butyl-4-propylpiperidinium fluoride [F-].C(CCC)[NH+]1CCC(CC1)CCC